ClC=1C=CC(=C(C(=O)O)C1)NC1=C(C=NC2=C(C=C(C=C12)Cl)F)S(=O)(=O)N1CCSCC1 5-chloro-2-[(6-chloro-8-fluoro-3-thiomorpholinosulfonyl-4-quinolyl)amino]benzoic acid